NC=1N=CC(=NC1N1N=CN=C1)C=1C=C(C=CC1C)S(=O)(=O)NC12CC(C1)(C2)NC(C)=O N-(3-(3-(5-Amino-6-(1H-1,2,4-triazol-1-yl)pyrazin-2-yl)-4-methylphenyl-sulfonamido)bicyclo[1.1.1]pentan-1-yl)acetamide